methyl 2-(3-(((2-(6-((cis)-2,6-dimethylmorpholino)pyridin-2-yl)-1,6-naphthyridin-7-yl)methyl)carbamoyl)phenyl)acetate C[C@@H]1O[C@@H](CN(C1)C1=CC=CC(=N1)C1=NC2=CC(=NC=C2C=C1)CNC(=O)C=1C=C(C=CC1)CC(=O)OC)C